O.C(C)(=O)NC1=C(C=CC(=C1)S(=O)O)OC 2-acetamidoanisole-4-sulfinic acid, hydrate